5-(2'-(2,6-difluoro-3,5-dimethoxyphenyl)-3'-oxo-2',3'-dihydro-1'h-spiro[cyclopropane-1,4'-[2,7]naphthyridin]-6'-yl)nicotinonitrile FC1=C(C(=C(C=C1OC)OC)F)N1CC2=CN=C(C=C2C2(C1=O)CC2)C=2C=NC=C(C#N)C2